NC[C@@H]1[C@H]([C@H]([C@@H](O1)N1C(N=C(C=C1)NC(C1=CC=CC=C1)=O)=O)OC)O N-[1-[(2R,3R,4R,5R)-5-(aminomethyl)-4-hydroxy-3-methoxy-tetrahydrofuran-2-yl]-2-oxo-pyrimidin-4-yl]benzamide